3-nitropropyl-silane (fluoromethyl)(2,2-difluoroethyl)sulfite FCS(=O)(O)(O)CC(F)F.[N+](=O)([O-])CCC[SiH3]